chloro-5'-methoxy-6-methyl-N-(5-(((3s,4r)-4-methyltetrahydrofuran-3-yl)methoxy)-1,3,4-thiadiazol-2-yl)-(4,4'-bipyridine)-3-carboxamide ClC1=NC(=CC(=C1C(=O)NC=1SC(=NN1)OC[C@@H]1COC[C@@H]1C)C1=CC=NC=C1OC)C